8-Methyl-2-(((1-((4-methyl-3,4-dihydro-2H-benzo[b][1,4]oxazin-7-yl)methyl)piperidin-4-yl)thio)methyl)quinazolin-4(3H)-one CC=1C=CC=C2C(NC(=NC12)CSC1CCN(CC1)CC=1C=CC2=C(OCCN2C)C1)=O